NC1=NC(=NN2C1=NC=C2CC=2C=C(C(=NC2)N2CCN(CC2)C(CN(C(OC(C)(C)C)=O)C)=O)C)OC(C)CCC tert-butyl (2-(4-(5-((4-amino-2-(pentan-2-yloxy)imidazo[2,1-f][1,2,4]triazin-7-yl)methyl)-3-methylpyridin-2-yl)piperazin-1-yl)-2-oxoethyl)(methyl)carbamate